2-(2-((2-(1-ethyl-6,7-dihydro-1H-[1,4]dioxino[2',3':4,5]benzo[1,2-d]imidazol-2-yl)ethyl)amino)ethyl)-N-((3-fluoropyridin-2-yl)methyl)oxazolo[4,5-c]pyridin-4-amine formate C(=O)O.C(C)N1C(=NC2=C1C=C1C(=C2)OCCO1)CCNCCC=1OC2=C(C(=NC=C2)NCC2=NC=CC=C2F)N1